C(C1=CC=CC=C1)OC=1C(C(=CN2C1C(N1[C@H](CCC[C@H]2C1)CO[Si](C)(C)C(C)(C)C)=O)C(=O)NCC1=C(C=C(C=C1F)F)F)=O (3R,7S)-12-(benzyloxy)-3-(((tert-butyldimethylsilyl)oxy)methyl)-1,11-dioxo-N-(2,4,6-trifluorobenzyl)-1,4,5,6,7,11-hexahydro-3H-2,7-methanopyrido[1,2-a][1,4]diazonine-10-carboxamide